11-(4,6-diphenyl-1,3,5-triazine-2-yl)-12-(4'-phenyl-1,1'-biphenyl-4-yl)-11H,12H-indolo[2,3-a]carbazole C1(=CC=CC=C1)C1=NC(=NC(=N1)C1=CC=CC=C1)N1C2=CC=CC=C2C2=CC=C3C(=C12)N(C=1C=CC=CC13)C1=CC=C(C=C1)C1=CC=C(C=C1)C1=CC=CC=C1